C(CCCCC)P([O-])(=O)CCCCCC.[Sn+4].C(CCCCC)P([O-])(=O)CCCCCC.C(CCCCC)P([O-])(=O)CCCCCC.C(CCCCC)P([O-])(=O)CCCCCC tin dihexylphosphinate